3,3-difluoro-1-(4-methylpiperazin-1-yl)indan-5-amine FC1(CC(C2=CC=C(C=C12)N)N1CCN(CC1)C)F